CCN(CC)C(=O)NN=O diethylnitrosourea